1-((4,5-dimethoxy-2-nitro-benzyl)oxy)-8-hydroxyanthracen-9(10H)-one COC1=CC(=C(COC2=CC=CC=3CC4=CC=CC(=C4C(C23)=O)O)C=C1OC)[N+](=O)[O-]